FC1=CC=C(C=N1)C1=CC=C(N)C=C1 4-(6-fluoropyridin-3-yl)aniline